C1(=CC=C(C=C1)N)C1=CC=C(C=C1)N 4,4'-biphenyl-diamine